1-tert-Butyl-2-(4-methoxybenzyl)-3-oxo-2,8-diazaspiro[4.5]decane-8-carboxylate C(C)(C)(C)C1N(C(CC12CCN(CC2)C(=O)[O-])=O)CC2=CC=C(C=C2)OC